C(C=C)N1C(N(C(N(C1)CC=C)=O)CC=C)=O 1,3,5-tri(prop-2-enyl)-1,3,5-triazin-2,4-dione